C(=C)[SiH2]C#CCC(C)(C)C vinyl-(trimethylbutynyl)silane